1-((2R,4S,5R)-4-hydroxy-5-(hydroxymethyl)-5-vinyltetrahydrofuran-2-yl)-5-methoxypyrimidine-2,4(1H,3H)-dione O[C@H]1C[C@@H](O[C@]1(C=C)CO)N1C(NC(C(=C1)OC)=O)=O